N1C[C@@H](OCC1)CC#N (S)-2-(morpholin-2-yl)acetonitrile